FC1=C(C=CC(=C1)OC)C1=NC(=NO1)C1=CC=C(C=C1)C=1N(C=C(N1)C(F)(F)F)C 5-(2-fluoro-4-methoxyphenyl)-3-(4-(1-methyl-4-(trifluoromethyl)-1H-imidazol-2-yl)phenyl)-1,2,4-oxadiazole